C(C1=CC=CC=C1)SC=1C=C(N)C=CC1 3-(benzylsulfanyl)aniline